(7R)-4-[5-(6-methylpyrimidin-4-yl)-1H-pyrazole-3-carbonyl]-4-azaspiro[2.5]octane-7-carboxylic acid CC1=CC(=NC=N1)C1=CC(=NN1)C(=O)N1C2(CC2)C[C@@H](CC1)C(=O)O